C(C)(C)(C)[Si](N(C(C(F)(F)F)=O)C)(C)C N-tertbutyldimethylsilyl-N-methyltrifluoroacetamide